BrC1=NN2C(NC=CC2=O)=C1 2-bromo-4H-pyrazolo[1,5-a]pyrimidin-7-one